N-[[5-bromo-6-(trifluoromethyl)-2-pyridyl]methyl]acetamide BrC=1C=CC(=NC1C(F)(F)F)CNC(C)=O